methyl (3S)-3-[(2S)-4-{[(methoxycarbonyl) oxy] methoxy}-2-({N-[(4-methoxy-1H-indol-2-yl) carbonyl]-L-leucyl} amino)-3-oxobutyl]-2-oxopyrrolidine-1-carboxylate COC(=O)OCOCC([C@H](C[C@H]1C(N(CC1)C(=O)OC)=O)NC([C@@H](NC(=O)C=1NC2=CC=CC(=C2C1)OC)CC(C)C)=O)=O